6-Isopropyl-N4,N4-bis(4-methoxybenzyl)pyrimidine-4,5-diamine C(C)(C)C1=C(C(=NC=N1)N(CC1=CC=C(C=C1)OC)CC1=CC=C(C=C1)OC)N